C(C)(C)OCCO[Si](OCC)(OCC)C1=CC=CC=C1 Isopropoxyphenyltriethoxysilane